ethyl 1-(4-(cyanomethyl)benzyl)-5-cyclopropyl-1H-pyrazole-4-carboxylate C(#N)CC1=CC=C(CN2N=CC(=C2C2CC2)C(=O)OCC)C=C1